Dioctyldithiophosphate C(CCCCCCC)SP(=S)(OCCCCCCCC)[O-]